trans-sodium 3-vinylcyclobutane-1-sulfinate C(=C)C1CC(C1)S(=O)[O-].[Na+]